N1CCCCC12CCC(CC2)C(=O)N azaspiro[5.5]undecane-9-carboxamide